ClC1([C@H]([C@@H]1C1=CC(=C(C=C1)F)Cl)C=O)Cl trans-2,2-dichloro-3-(3-chloro-4-fluorophenyl)cyclopropane-1-carbaldehyde